C(C)C1=C(C(C=O)=C(C=C1C)CC)C=O 3,6-diethyl-4-methylphthalaldehyde